C(#N)C=1C=NC2=CC(=C(C=C2C1NC1=C(C=C(C(=C1)OC)Cl)Cl)OC)OCCCN1CCN(CC1)C(CC(=O)NC1=C2CN(C(C2=CC=C1)=O)C1C(NC(CC1)=O)=O)=O 3-(4-(3-((3-cyano-4-((2,4-dichloro-5-methoxyphenyl)amino)-6-methoxyquinolin-7-yl)oxy)propyl)piperazin-1-yl)-N-(2-(2,6-dioxopiperidin-3-yl)-1-oxoisoindolin-4-yl)-3-oxopropanamide